N'-bis-(3,5-di-tert-butyl-4-hydroxyphenyl)propionyl-hexamethylenediamine C(C)(C)(C)C=1C=C(C=C(C1O)C(C)(C)C)C(CC(=O)NCCCCCCN)C1=CC(=C(C(=C1)C(C)(C)C)O)C(C)(C)C